C(C)(=O)OCCCCCCCCCC1=CC=CC=C1 phenylnonyl acetate